OC(CC(=O)OCC(O)CO)C Glyceryl mono(3-Hydroxybutyrat)